C[C@@H]1CC[C@H]([C@@H](C1)C(CO)CO)C(=C)C 2-((1r,2r,5r)-5-methyl-2-(prop-1-en-2-yl)cyclohexyl)propane-1,3-diol